OCC=1C(=CC(=C2C=CC=NC12)C1=CC=C(C=C1)OC(F)(F)F)CNC(C=C)=O N-[[8-(hydroxymethyl)-5-[4-(trifluoromethoxy)phenyl]-7-quinolinyl]methyl]prop-2-enamide